5-(pyridazin-4-yl)-1H-pyrrole N1=NC=C(C=C1)C1=CC=CN1